ClC=1C=2N(C=CN1)C(=NC2)C(C)C2=C(C(=C(C(=C2)Cl)F)C=2C=NC(=CC2)C(F)(F)F)OCC 8-chloro-3-(1-(5-chloro-2-ethoxy-4-fluoro-3-(6-(trifluoromethyl)pyridin-3-yl)phenyl)ethyl)imidazo[1,5-a]Pyrazine